2-chloro-3,6-difluorobenzyl bromide ClC1=C(CBr)C(=CC=C1F)F